N-(4-(4-benzylpiperazin-1-yl)quinolin-3-yl)-6-methylpyridinamide C(C1=CC=CC=C1)N1CCN(CC1)C1=C(C=NC2=CC=CC=C12)NC(=O)C1=NC(=CC=C1)C